C(C1=CC=CC=C1)N1CC(CCC1)C1=CC=NC=2N1N=C(C2C2=C(C=NC=C2)OC)C 7-(1-Benzylpiperidin-3-yl)-3-(3-methoxypyridin-4-yl)-2-methylpyrazolo[1,5-a]pyrimidine